1-(2-bromo-6-methoxybenzo[d]thiazol-4-yl)-2,2-dimethylpropan-1-ol BrC=1SC2=C(N1)C(=CC(=C2)OC)C(C(C)(C)C)O